C[C@@H]1O[C@@H](CN(C1)C1=CC=CC(=N1)C=1C=C2C=C(N=CC2=CC1)CC(=O)NC1=CC(=CC=C1)S(=O)(=O)CF)C 2-(6-(6-((cis)-2,6-dimethylmorpholino)pyridin-2-yl)isoquinolin-3-yl)-N-(3-((fluoromethyl)sulfonyl)phenyl)acetamide